COC=1C=C(CCN)C=CC1O 3-methoxytyramine